2-chloro-4-fluoro-5-(tetramethyl-1,3,2-dioxaborolan-2-yl)pyridine ClC1=NC=C(C(=C1)F)B1OC(C(O1)(C)C)(C)C